NC1=C(C=C(C(=O)OC)C=C1F)N[C@@H]1COCC1(C)C Methyl (S)-4-amino-3-((4,4-dimethyltetrahydrofuran-3-yl)amino)-5-fluorobenzoate